3-(2-methoxy-N-methylacetamido)pyrrolidin COCC(=O)N(C)C1CNCC1